ClC1=NC(=C2C(C=C(N(C2=C1)C1=C(C=CC=C1Cl)Cl)C)=O)OCC1OC(OC1)(C)C 7-Chloro-1-(2,6-dichlorophenyl)-5-((2,2-dimethyl-1,3-dioxolan-4-yl)methoxy)-2-methyl-1,6-naphthyridin-4(1H)-one